5-(6,7-Dimethoxyquinazolin-4-yl)pyridin-2-ol COC=1C=C2C(=NC=NC2=CC1OC)C=1C=CC(=NC1)O